N-(3-(2-chloro-5-fluorophenyl)-6-(cyclobutylcarbamoyl)-1-oxoisoindol-4-yl)-3-hydroxy-3-(trifluoromethyl)indol-2,2-d2-1-carboxamide ClC1=C(C=C(C=C1)F)C1=NC(C2=CC(=CC(=C12)NC(=O)N1C(C(C2=CC=CC=C12)(C(F)(F)F)O)([2H])[2H])C(NC1CCC1)=O)=O